5-((6-aminopyrimidin-4-yl)amino)-3-methyl-6-thioxo-1,6-dihydropyridine-2-carboxylic acid NC1=CC(=NC=N1)NC1=CC(=C(NC1=S)C(=O)O)C